2-(((2R,3R,4S,5R)-5-(6-amino-2-chloro-9H-purin-9-yl)-4-fluoro-3-hydroxytetrahydro-furan-2-yl)methoxy)-2-((2-carboxythiazol-4-yl)methyl)malonic acid NC1=C2N=CN(C2=NC(=N1)Cl)[C@H]1[C@H]([C@@H]([C@H](O1)COC(C(=O)O)(C(=O)O)CC=1N=C(SC1)C(=O)O)O)F